C(C)OC(=O)N1CC2(C1)CC(CC2)N2C[C@H]1C([C@H]1C2)C(N(CC)CC)=O 6-[(1r,5s,6r)-6-(diethylcarbamoyl)-3-azabicyclo[3.1.0]hex-3-yl]-2-azaspiro[3.4]octane-2-carboxylic acid ethyl ester